ClC=1C=C(CN2CC(CCC2)C2=CC=NC=3N2N=C(C3)C=3C(=NC=CC3)O)C=CC1 3-(7-(1-(3-Chlorobenzyl)piperidin-3-yl)pyrazolo[1,5-a]pyrimidin-2-yl)pyridin-2-ol